C(#N)[C@H](C1=CC(=CC=C1)OC1=CC=CC=C1)OC(=O)[C@H]1C([C@H]1C=C(Cl)Cl)(C)C (S)-α-cyano-3-phenoxybenzyl-(1R)-cis-3-(2,2-dichlorovinyl)-2,2-dimethylcyclopropanecarboxylate